1,2,2,2-tetrafluoroethyl 1,2-difluoroethyl ether FC(CF)OC(C(F)(F)F)F